NC(C(=O)O)(CCCCB(O)O)C1CCN(CC1)CCC 2-amino-6-borono-2-(1-propylpiperidin-4-yl)hexanoic acid